C(C(=C)C)(=O)O.C(CCCCCCCCCCCCCCCCCCCCC)OCCCCCCCCCCCCCCCCCCCCCC Behenyl Ether Methacrylate